C1(=CC=CC=C1)C=CCC 1-Phenyl-1-butene